OC1=C(C(C(=O)O)=CC=C1)N C3-Hydroxyanthranilic acid